N-{[1,1'-biphenyl]-4-yl}-9,9-dimethyl-9H-fluorene-2-amine C1(=CC=C(C=C1)NC1=CC=2C(C3=CC=CC=C3C2C=C1)(C)C)C1=CC=CC=C1